C(=O)(O)[C@H](C)OC(=O)[C@H](C)OC(=O)[C@H](C)OC([C@H](C)O[Si](C1=CC=CC=C1)(C1=CC=CC=C1)C(C)(C)C)=O (S)-2-(tert-butyl-diphenyl-silanyloxy)-propionic acid (S)-1-[(S)-1-((S)-1-carboxy-ethoxycarbonyl)-ethoxycarbonyl]-ethyl ester